BrC1=C(CS(=O)(=O)C2=CC3=C(S\C(\C(N3)=O)=C/C3=C(C=C(C=C3)Br)Br)C=C2)C(=CC=C1)Br (Z)-6-((2,6-dibromobenzyl)sulfonyl)-2-(2,4-dibromobenzylidene)-2H-benzo[b][1,4]thiazin-3(4H)-one